C(C)(C)C1(C=CC=C1)[Zr](N(C)C)(N(C)C)N(C)C (isopropylcyclopentadienyl)tris(dimethylamino)zirconium